3-(2-(4-(3-Azidopropyl)piperazin-1-yl)quinazolin-4-yl)-4-(1H-indol-3-yl)-1H-pyrrole-2,5-dione N(=[N+]=[N-])CCCN1CCN(CC1)C1=NC2=CC=CC=C2C(=N1)C=1C(NC(C1C1=CNC2=CC=CC=C12)=O)=O